5-Phenyl-1-[3-(triethoxysilyl)propyl]-1H-tetrazole C1(=CC=CC=C1)C1=NN=NN1CCC[Si](OCC)(OCC)OCC